C(C1=CC=CC=C1)[C@H]1N(CC[C@@H]1OC)C(=O)OCC1=CC=CC=C1 |r| rac-benzyl (2R,3S)-2-benzyl-3-methoxypyrrolidine-1-carboxylate